N,N'-dinitrosoterephthalamide N(=O)NC(C1=CC=C(C(=O)NN=O)C=C1)=O